N1C=C(C2=CC=CC=C12)CC[C@H](C1=NC=NO1)C12CC3CC(CC(C1)C3)C2 5-((1S)-(2-(1H-indol-3-yl)ethyl)-3-adamantylmethyl)-1,2,4-oxadiazole